lycopenoate C(\C(\C)=C\CC\C(\C)=C\C=C\C(\C)=C\C=C\C(\C)=C\C=C\C=C(/C)\C=C\C=C(/C)\C=C\C=C(/C)\CCC=C(C)C)(=O)[O-]